O=C1NC(CCC1N1C(C2=CC=C(C=C2C1)C(=O)N1CC2(C1)CC(C2)C2=C(C#N)C=CC=C2)=O)=O 2-(2-(2-(2,6-dioxopiperidin-3-yl)-1-oxoisoindoline-5-carbonyl)-2-azaspiro[3.3]heptan-6-yl)benzonitrile